6-(4-hydroxy-3,5-dimethylanilino)-2,4-dioctylthio-1,3,5-triazine OC1=C(C=C(NC2=NC(=NC(=N2)SCCCCCCCC)SCCCCCCCC)C=C1C)C